FC(C(=O)[O-])(F)F.C(CCCCCCC)[P+](CCCC)(CCCC)CCCC octyl-tributyl-phosphonium trifluoroacetate